N-[(R)-(3-chloro-2-fluoro-6-hydroxy-4-methylphenyl)(piperidin-4-yl)methyl]2-methylpropane-2-sulfinamide ClC=1C(=C(C(=CC1C)O)[C@H](NS(=O)C(C)(C)C)C1CCNCC1)F